C[C@@H]1C(N=[C-]O1)=O (R)-methyl-(oxazolidone)